C(C)(C)(C)OC(=O)N1CC(CC=C1C=1C=CC2=C(C=CS2)C1)C.FC=1C=C(C=CC1F)NC(CC1=CC=C(C=C1)C1=CC=2N(C=C1)N=CN2)=O N-(3,4-Difluorophenyl)-2-[4-([1,2,4]triazolo[1,5-a]pyridin-7-yl)phenyl]acetamide tert-butyl-6-(benzothiophen-5-yl)-3-methyl-3,4-dihydro-2H-pyridine-1-carboxylate